2'-methoxy-3'-(2-(3-methyl-1-(3-nitrophenyl)-5-oxo-1,5-dihydro-4H-pyrazol-4-ylidene)hydrazineyl)-[1,1'-biphenyl]-3-carboxylic acid COC1=C(C=CC=C1NN=C1C(=NN(C1=O)C1=CC(=CC=C1)[N+](=O)[O-])C)C1=CC(=CC=C1)C(=O)O